1-[3-(4-cyclopropoxy-2-methoxypyridin-3-yl)-1H-pyrrolo[2,3-b]pyridin-6-yl]-3-[(2S)-3-(dimethylamino)-2-fluoropropyl]urea C1(CC1)OC1=C(C(=NC=C1)OC)C1=CNC2=NC(=CC=C21)NC(=O)NC[C@@H](CN(C)C)F